C(C)(=O)N[C@@H](CSSC[C@@H](C(=O)O)N)C(=O)O.[Na] sodium N-acetyl-L-cystine